(S)-7-((6-(3-(dimethyl-amino)azetidin-1-yl)-5-(tetrahydrofuran-3-yl)pyridin-2-yl)amino)-4-(7-fluoro-imidazo[1,2-a]pyridin-3-yl)isoindolin-1-one CN(C1CN(C1)C1=C(C=CC(=N1)NC=1C=CC(=C2CNC(C12)=O)C1=CN=C2N1C=CC(=C2)F)[C@H]2COCC2)C